1,3-bis((1,3,4-thiadiazol-2-yl)thio)propan-2-ol Ethyl-7-((2-(1-(N-(2-(dinonylamino)ethyl)-N-nonylglycyl)piperidin-4-yl)ethyl)(nonyl)amino)heptanoate C(C)C(C(=O)OC(CSC=1SC=NN1)CSC=1SC=NN1)CCCCCN(CCCCCCCCC)CCC1CCN(CC1)C(CN(CCCCCCCCC)CCN(CCCCCCCCC)CCCCCCCCC)=O